ClC1=C(C(=O)N2COC3=C(C2)C=CC=C3C3=CC(=C(C(=O)O)C=C3F)N3CCOCC3)C(=CC(=C1)C=1C=NN(C1)C)Cl 4-[3-[2,6-Dichloro-4-(1-methylpyrazol-4-yl)benzoyl]-2,4-dihydro-1,3-benzoxazin-8-yl]-5-fluoro-2-morpholin-4-ylbenzoic acid